(10-((4-(((R)-1-(3-bromophenyl)ethyl)amino)-6-methoxy-2-methylquinazolin-7-yl)oxy)decyl)-4-methyl-pentanamide BrC=1C=C(C=CC1)[C@@H](C)NC1=NC(=NC2=CC(=C(C=C12)OC)OCCCCCCCCCCC(C(=O)N)CC(C)C)C